CC1([C@H]2CN([C@@H]([C@@H]12)C(=O)OC)C([C@H](C(C)C)NC(CC1CCOCC1)=O)=O)C methyl (1R,2S,5S)-6,6-dimethyl-3-[(2S)-3-methyl-2-[(2-tetrahydropyran-4-ylacetyl)amino]butanoyl]-3-azabicyclo[3.1.0]hexane-2-carboxylate